2-ethyl-5-fluoro-4-methylbenzo[d]isothiazol C(C)N1SC2=C(C1)C(=C(C=C2)F)C